2,4-dimethyl-6,7-dihydro-5H-pyrrolo[3,4-B]pyridine dihydrochloride Cl.Cl.CC1=CC(=C2C(=N1)CNC2)C